[(1S,2R)-2-hexylcyclopropyl]-N,N-dimethylnonadecan-10-amine C(CCCCC)[C@H]1[C@H](C1)CCCCCCCCCC(CCCCCCCCC)N(C)C